NC1=NC=CC2=C1C(=NN2C2CC2)C2=CC=C(C=1N2C=CN1)NC(=O)NC1=CC(=C(C=C1)OC1CCN(CC1)C)C(F)(F)F 1-(5-(4-AMINO-1-CYCLOPROPYL-1H-PYRAZOLO[4,3-C]PYRIDIN-3-YL)IMIDAZO[1,2-A]PYRIDIN-8-YL)-3-(4-((1-METHYLPIPERIDIN-4-YL)OXY)-3-(TRIFLUOROMETHYL)PHENYL)UREA